dimethylpyrido[2,3-d]pyrimidine-2,4-diamine CC1=C(C2=C(N=C(N=C2N)N)N=C1)C